F[B-](F)(F)F.C(C=C)C=1NC=C[N+]1C allyl-3-methylimidazolium tetrafluoroborate